ethyl 1-[2-[1-[(4-ethylphenyl)methyl]-5-oxopyrrolidin-2-yl]acetyl]piperidine-2-carboxylat C(C)C1=CC=C(C=C1)CN1C(CCC1=O)CC(=O)N1C(CCCC1)C(=O)OCC